3-phenyl-1-tosyl-1,2-dihydroquinoline C1(=CC=CC=C1)C=1CN(C2=CC=CC=C2C1)S(=O)(=O)C1=CC=C(C)C=C1